6-chloro-2-amino-9-(prop-2-yn-1-yl)-9H-purine ClC1=C2N=CN(C2=NC(=N1)N)CC#C